5-(7-methyl-[1,2,4]triazolo[1,5-a]pyridin-6-yl)-6-(prop-1-en-2-yl)-2-(1,4-dioxaspiro[4.5]dec-8-yl)-4H-pyrrolo[3,2-d]thiazole-4-carboxylic acid tert-butyl ester C(C)(C)(C)OC(=O)N1C(=C(C=2N=C(SC21)C2CCC1(OCCO1)CC2)C(=C)C)C=2C(=CC=1N(C2)N=CN1)C